5'-(2-chlorophenyl)spiro[cyclohexane-1,9'-fluorene]-2'-carbonitrile ClC1=C(C=CC=C1)C1=C2C=3C=CC(=CC3C3(C2=CC=C1)CCCCC3)C#N